tert-butyl 4-(1-(4-((5-bromo-4-((4-(dimethylphosphoryl)quinolin-3-yl)amino)pyrimidin-2-yl)amino)-5-isopropoxy-2-(1-methyl-1H-pyrazol-4-yl)phenyl)piperidin-4-yl)piperazine-1-carboxylate BrC=1C(=NC(=NC1)NC1=CC(=C(C=C1OC(C)C)N1CCC(CC1)N1CCN(CC1)C(=O)OC(C)(C)C)C=1C=NN(C1)C)NC=1C=NC2=CC=CC=C2C1P(=O)(C)C